5-(3-azabicyclo[3.1.0]hexan-3-yl)nicotinic acid C12CN(CC2C1)C=1C=NC=C(C(=O)O)C1